CN(CCCCC)CCCCCCCCC N-methyl-N-pentyl-nonylamine